NC1=C(C2=C(CN(C23CNC3)CC)S1)C#N 2-amino-5-ethyl-spiro[6H-thieno[2,3-c]pyrrole-4,3'-azetidine]-3-carbonitrile